2-(trimethoxysilylpropyl)aminoethyl-3-aminopropyl-trimethoxysilane CO[Si](OC)(OC)CCCNCCCO[Si](OC)(OC)CCCN